CS(=O)(=O)OCCC1OC(OC1)(CCCCCCCCSCSCCCCCCCCC)CCCCCCCCSCSCCCCCCCCC 2-(2,2-bis(8-(((nonylthio)methyl)thio)octyl)-1,3-dioxolan-4-yl)ethyl methanesulfonate